terpyridine triruthenium [Ru].[Ru].[Ru].N1=C(C=CC=C1)C1=NC=CC=C1C1=NC=CC=C1